(14S)-1-naphthylamine C1(=CC=CC2=CC=CC=C12)N